N-(1-(7-(5-methylpyrimidin-2-yl)quinolin-5-yl)cyclopropyl)benzamide CC=1C=NC(=NC1)C1=CC(=C2C=CC=NC2=C1)C1(CC1)NC(C1=CC=CC=C1)=O